1-(4-bromophenyl)-3-(3-fluoro-5-(5-(4-(morpholinomethyl)phenyl)-1H-pyrazolo[3,4-b]pyridin-3-yl)phenyl)urea BrC1=CC=C(C=C1)NC(=O)NC1=CC(=CC(=C1)C1=NNC2=NC=C(C=C21)C2=CC=C(C=C2)CN2CCOCC2)F